CCCCCCCCCCCCCCC(CCCCCCCCCCCCCC)[N+]1=CNC=C1 3-(nonacosan-15-yl)-1H-imidazol-3-ium